N1C(=NC=C1)C1=CC=NC2=CC=CC=C12 4-(1H-imidazol-2-yl)quinoline